9-({3-[(2,6-dioxopiperidin-3-yl)amino]phenyl}amino)-N-{2-[(1S)-1-(3-ethoxy-4-methoxyphenyl)-2-methylsulfonylethyl]-1,3-dioxo-2,3-dihydro-1H-isoindol-4-yl}nonanamide O=C1NC(CCC1NC=1C=C(C=CC1)NCCCCCCCCC(=O)NC1=C2C(N(C(C2=CC=C1)=O)[C@H](CS(=O)(=O)C)C1=CC(=C(C=C1)OC)OCC)=O)=O